4-(4-(benzo[d]thiazol-2-ylcarbamoyl)phenyl)-3,6-dihydropyridine-1(2H)-carboxylic acid tert-butyl ester C(C)(C)(C)OC(=O)N1CCC(=CC1)C1=CC=C(C=C1)C(NC=1SC2=C(N1)C=CC=C2)=O